tert-Butyl (S)-(1-(6-chloro-3,5-dicyano-4-cyclopropylpyridin-2-yl)pyrrolidin-3-yl)carbamate ClC1=C(C(=C(C(=N1)N1C[C@H](CC1)NC(OC(C)(C)C)=O)C#N)C1CC1)C#N